N-(5-((4-(1-Cyclopropyl-1H-indol-3-yl)-5-(oxazol-2-yl)pyrimidin-2-yl)amino)-2-(4-cyclopropylpiperazin-1-yl)-4-methoxyphenyl)acrylamide C1(CC1)N1C=C(C2=CC=CC=C12)C1=NC(=NC=C1C=1OC=CN1)NC=1C(=CC(=C(C1)NC(C=C)=O)N1CCN(CC1)C1CC1)OC